3'-Bromo-2'-chloro-3-fluoro-5-methoxy-[1,1'-biphenyl]-4-carboxaldehyde BrC=1C(=C(C=CC1)C1=CC(=C(C(=C1)OC)C=O)F)Cl